C1(CC1)C1=NC2=CC(=C(C=C2C(=N1)N1CCC(CC1)C1=C(C=CC=C1)N(C)C)N(CCO)C)F 2-({2-cyclopropyl-4-[4-(2-dimethylamino-phenyl)-piperidin-1-yl]-7-fluoro-quinazolin-6-yl}-methyl-amino)-ethanol